2-[(2S)-4-[9-cyclopropyl-2-[[(2S)-1-methylpyrrolidin-2-yl]methoxy]-5,6-dihydrobenzo[h]quinazolin-4-yl]piperazin-2-yl]acetonitrile C1(CC1)C1=CC2=C(CCC=3C(=NC(=NC23)OC[C@H]2N(CCC2)C)N2C[C@@H](NCC2)CC#N)C=C1